C(C1=CC=CC=C1)OC1=C(C=C(C=C1C)C1=NC2=CC(=CC(=C2C(N1)=O)F)F)C (4-benzyloxy-3,5-dimethyl-phenyl)-5,7-difluoro-3H-quinazolin-4-one